CS(=O)(=O)C1=NC(=CC(=N1)C1=CC=C(C=C1)C)C(F)(F)F 2-(methylsulfonyl)-4-(p-tolyl)-6-(trifluoromethyl)pyrimidine